N1(CC(CC1)C(=O)OC)C(=O)OC(C)(C)C (tert-butyl) 3-methyl pyrrolidine-1,3-dicarboxylate